2,2-bis(4-hydroxyl-Phenyl)propane OC1=CC=C(C=C1)C(C)(C)C1=CC=C(C=C1)O